CC=1C=2N(C=C(C1)C1=CC=C3C(=CNC3=C1)CCNC1CCNCC1)N=CN2 N-(2-(6-(8-methyl-[1,2,4]triazolo[1,5-a]pyridin-6-yl)-1H-indol-3-yl)ethyl)piperidin-4-amine